FC1=C2C3=C(NC2=C(C=C1F)NC)N=CC(=C3N3C[C@@H]1[C@H](C3)CCN1C)C=1C=C3C(C(=CN(C3=NC1)C)C(=O)O)=O 6-[5,6-difluoro-8-(methylamino)-4-[cis-1-methyl-2,3,3a,4,6,6a-hexahydropyrrolo[2,3-c]pyrrol-5-yl]-9H-pyrido[2,3-b]indol-3-yl]-1-methyl-4-oxo-1,8-naphthyridine-3-carboxylic acid